COC(=O)C=1C(=CC(=C2C1CCO2)C=2SC(=CN2)OC(C)C)I 5-iodo-7-(5-isopropoxythiazol-2-yl)-2,3-dihydrobenzofuran-4-carboxylic acid methyl ester